C(C)OC=1C=C2C(=CNC2=CC1)C=O 5-ETHOXY-1H-INDOLE-3-CARBALDEHYDE